ClC=1C=C(C(=NC1)N1C(C(N(C(C1)=O)CC1=CC=C(C=C1)C(F)(F)F)(C)CCC(=O)N)=O)F 3-(4-(5-chloro-3-fluoropyridin-2-yl)-2-methyl-3,6-dioxo-1-(4-(trifluoromethyl)benzyl)piperazin-2-yl)propanamide